5-Bromo-4-chloro-N1-(2-methoxypyridin-3-yl)benzene-1,2-diamine BrC1=C(C=C(C(=C1)NC=1C(=NC=CC1)OC)N)Cl